C[C@H]1[C@@H](C[C@H]([C@@H](O1)O[C@H](C)CCCCCCCCCCCCCCCCCCCCCCC(=O)CC(=O)NCCO)O)O The molecule is a hydroxy fatty amide ascaroside obtained by obtained by formal condensation of the 26-hydroxy group of (26R)-26-hydroxy-N-(2-hydroxyethyl)-3-oxoheptacosanamide with ascarylopyranose (the alpha anomer). It is a metabolite of the nematode Caenorhabditis elegans. It has a role as a Caenorhabditis elegans metabolite. It is a hydroxy fatty amide ascaroside, a N-acylethanolamine and a monocarboxylic acid amide.